OCC1=NC=C(C=C1)N (hydroxymethyl)-5-aminopyridine